2-(2,3-Dimethyl-1H-indol-6-yl)-2-(3-fluoro-4-hydroxyphenyl)-2-phenylacetonitrile CC=1NC2=CC(=CC=C2C1C)C(C#N)(C1=CC=CC=C1)C1=CC(=C(C=C1)O)F